C(#N)C1(CC1)NS(=O)(=O)C=1C=C2C(=NC(=NC2=C(C1)N1C[C@@H](N[C@H](C1)C)CF)C)C=1SC(=NN1)C(F)F N-(1-cyanocyclopropyl)-4-(5-(difluoromethyl)-1,3,4-thiadiazol-2-yl)-8-((3R,5S)-3-(fluoromethyl)-5-methylpiperazin-1-yl)-2-methylquinazoline-6-sulfonamide